azide cesium [Cs+].[N-]=[N+]=[N-]